C1=CC=C2C=C3C=C4C=C5C(=CC4=CC3=CC2=C1)C=CC6=CC7=C(C=C8C(=C7)C=CC=C8O)C=C65 octaphenol